Tri(3-ethyl-1-hexyl)citrat C(C)C(CCC(C(C(C(=O)[O-])(CCC(CCC)CC)CCC(CCC)CC)(O)C(=O)[O-])C(=O)[O-])CCC